benzyl 2-(3,6-dioxopiperazin-2-yl)acetate O=C1C(NC(CN1)=O)CC(=O)OCC1=CC=CC=C1